ClC1=CC=C(C=C1)[C@H]1N2CN(O[C@H]1C=CC2)C(CC2=CC=CC=C2)=O |o1:7,12| 1-((1S*,5S*,9R*)-9-(4-chlorophenyl)-4-oxa-1,3-diazabicyclo[3.3.1]non-6-en-3-yl)-2-phenylethan-1-one